Cl.N[C@H](C(C(=O)NC1CC1)O)CN1C(NCCC1)=O (3S)-3-Amino-N-cyclopropyl-2-hydroxy-4-(2-oxotetrahydropyrimidin-1(2H)-yl)butanamide hydrochloride